(R)-3-((3-(8-((2,4-Dimethoxybenzyl)amino)-6-methylpyrimido[5,4-d]pyrimidin-2-yl)phenyl)ethynyl)-3-hydroxy-1-methylpyrrolidin-2-one COC1=C(CNC2=NC(=NC3=C2N=C(N=C3)C=3C=C(C=CC3)C#C[C@]3(C(N(CC3)C)=O)O)C)C=CC(=C1)OC